C(C1=CC=CC=C1)N1[C@H]2[C@@](C[C@@H](C1=O)F)(CCC2)C(=O)OCC ethyl (3S,4aS,7aR)-1-benzyl-3-fluoro-2-oxooctahydro-4aH-cyclopenta[b]pyridine-4a-carboxylate